Cl.N[C@H](C(=O)OC)CC1=CC(=CC=C1)[N+](=O)[O-] Methyl (S)-2-amino-3-(3-nitrophenyl)propanoate hydrochloride